1-cyclopentyl-4-((5-phenyl-1,3,4-thiadiazol-2-yl)methyl)piperazine-2,3-dione C1(CCCC1)N1C(C(N(CC1)CC=1SC(=NN1)C1=CC=CC=C1)=O)=O